C(C)(=O)ON=C(C(=O)SC1=CC=C(C=C1)OCCO)C N-acetoxy-1-[4-(2-hydroxyethyloxy)phenylsulfanyl]propane-1-one-2-imine